2-(4-nitrophenyl)ethan-1-amine [N+](=O)([O-])C1=CC=C(C=C1)CCN